C(C)(C)(C)OC(=O)N1CCN(CC1)C1=NC(=C(C(=C1C#N)C1CC1)C#N)SC(C(=O)N)C1=CC=CC=C1 4-(6-((2-amino-2-oxo-1-phenylethyl)thio)-3,5-dicyano-4-cyclopropylpyridin-2-yl)piperazine-1-carboxylic acid tert-butyl ester